(3-amino-6-bromoquinolin-4-yl)cyclopropane-1-carboxylic acid methyl ester COC(=O)C1(CC1)C1=C(C=NC2=CC=C(C=C12)Br)N